N-(6-fluoro-1,2,3,4-tetrahydronaphthalen-1-yl)-6-(3-(4-methoxybenzyl)ureido)spiro[3.3]heptane-2-carboxamide FC=1C=C2CCCC(C2=CC1)NC(=O)C1CC2(C1)CC(C2)NC(=O)NCC2=CC=C(C=C2)OC